ONC(=O)C1OC(CCC1)C1=CC=C(C=C1)NC1=NC2=CC=CC=C2C(N1)=O N-hydroxy-6-(4-((4-oxo-3,4-dihydroquinazolin-2-yl)amino)phenyl)oxanamide